3-{4-[(2-cyclopropylethyl)[(1r,4r)-4-[(4,4,4-trifluorobutan-2-yl)amino]cyclohexyl]amino]-1-oxo-3H-isoindol-2-yl}piperidine-2,6-dione C1(CC1)CCN(C1=C2CN(C(C2=CC=C1)=O)C1C(NC(CC1)=O)=O)C1CCC(CC1)NC(C)CC(F)(F)F